(1R,2S)-2-(3-{[5-ethoxy-2-(1,3-thiazol-2-yl)pyrimidin-4-yl]amino}-1H-indazol-6-yl)-5'-methoxyspiro[cyclopropane-1,3'-indol]-2'(1'H)-one C(C)OC=1C(=NC(=NC1)C=1SC=CN1)NC1=NNC2=CC(=CC=C12)[C@@H]1C[C@@]12C(NC1=CC=C(C=C21)OC)=O